6-amino-7-(2,6-dichloro-3-hydroxyphenyl)-2-methyl-4-(trifluoromethyl)-7H-pyrrolo[2,3-d]pyrimidine-5-carboxamide NC1=C(C2=C(N=C(N=C2C(F)(F)F)C)N1C1=C(C(=CC=C1Cl)O)Cl)C(=O)N